NC=1C2=C(N=CN1)N(C=C2C(=O)O)C(CF)(C)C 4-amino-7-(1-fluoro-2-methylpropan-2-yl)-7H-pyrrolo[2,3-d]pyrimidine-5-carboxylic acid